BrC1COCO1 5-bromodioxolan